C(C(=C)C)(=O)O.COC(COCCO)O methoxydiethylene glycol monomethacrylate